4-Chloro-6-{1-[(3R)-1-(1,3-dioxolan-2-yl)-4-methylpentan-3-yl]azetidin-3-yl}-1-methyl-1H-indazole ClC1=C2C=NN(C2=CC(=C1)C1CN(C1)[C@H](CCC1OCCO1)C(C)C)C